CS(=O)(=O)NC=1C=C(C=CC1)C1=CN(C(C(=N1)NC(C)=O)=O)C N-[6-[3-(methanesulfonamido)phenyl]-4-methyl-3-oxopyrazin-2-yl]acetamide